(S)-6-(1-amino-1,3-dihydrospiro[indene-2,4'-piperidine]-1'-yl)-3-(1-(3-chlorophenyl)vinyl)-1H-pyrazole N[C@@H]1C2=CC=CC=C2CC12CCN(CC2)C2=CC=C(C=C2C(=C)C2=NNC=C2)Cl